4-amino-5-chloro-1-((2r,4s,5r)-4-hydroxy-5-(hydroxymethyl)-5-methyltetrahydrofuran-2-yl)pyrimidin-2(1H)-one NC1=NC(N(C=C1Cl)[C@@H]1O[C@]([C@H](C1)O)(C)CO)=O